1-(6-aminonicotinoyl)-N-(4-(3-(pyridin-4-yl)phenyl)thiazol-2-yl)azetidine-2-carboxamide hydrochloride Cl.NC1=NC=C(C(=O)N2C(CC2)C(=O)NC=2SC=C(N2)C2=CC(=CC=C2)C2=CC=NC=C2)C=C1